(S)-5-((((6-(2-chloro-3-(3-chloro-2-(3-((dimethylamino)methyl)-1-methyl-1H-indol-6-yl)pyridin-4-yl)phenyl)-2-methoxypyridin-3-yl)methyl)amino)methyl)pyrrolidin-2-one ClC1=C(C=CC=C1C1=C(C(=NC=C1)C1=CC=C2C(=CN(C2=C1)C)CN(C)C)Cl)C1=CC=C(C(=N1)OC)CNC[C@@H]1CCC(N1)=O